3-[(3S,9aS)-8-(2-Chloro-3-methoxybenzoyl)-3,4,6,7,9,9a-hexahydro-1H-pyrazino[2,1-c][1,4]oxazin-3-yl]-5-chloro-1H-pyridin-2-on ClC1=C(C(=O)N2C[C@H]3CO[C@H](CN3CC2)C=2C(NC=C(C2)Cl)=O)C=CC=C1OC